O=C1N(C(C2=CC=CC=C12)=O)CC(C1=C(C=CC=C1)OC)NC(OC(C)(C)C)=O tert-butyl N-[2-(1,3-dioxoisoindolin-2-yl)-1-(2-methoxyphenyl)ethyl]carbamate